C(C)(C)[Si](OCCCC#C)(C(C)C)C(C)C triisopropyl-(pent-4-yn-1-yloxy)silane